ClC=1C=C2C(=NC=NC2=C(C1)C(F)(F)F)N(C)C(C)C=1N(N=CN1)C1=NC=C(C=C1)F 6-chloro-N-[1-[2-(5-fluoro-2-pyridyl)-1,2,4-triazol-3-yl]ethyl]-N-methyl-8-(trifluoromethyl)quinazolin-4-amine